N=1N=CN2C1N=CN=C2 1,2,4-triazolo[4,3-a]-1,3,5-triazine